C1(=CC=CC=C1)/C(/C(=O)O)=C/C(=O)O 2-Phenylmaleic acid